NC1=C(C=CC(=C1)OC(F)(F)F)C(=O)N1CCC(CC1)C1=CNC2=NC=C(C=C21)N2CCS(CC2)(=O)=O (2-Amino-4-(trifluoromethoxy)phenyl)(4-(5-(1,1-dioxidothiomorpholino)-1H-pyrrolo[2,3-b]pyridin-3-yl)piperidin-1-yl)methanone